di(behenyl) fumarate C(\C=C\C(=O)OCCCCCCCCCCCCCCCCCCCCCC)(=O)OCCCCCCCCCCCCCCCCCCCCCC